CC1=NC(=CC=C1S(=O)(=O)N1CC2(C1)CC(C2)NCC2(COC2)C)C(F)(F)F 2-((2-Methyl-6-(trifluoromethyl)pyridin-3-yl)sulfonyl)-N-((3-methyl-oxetan-3-yl)methyl)-2-azaspiro[3.3]heptan-6-amine